C[N+](C)(C)C1=C(C=CC=C1)C=1C2=CC=C(N2)C(=C2C=CC(C(=C3C=CC(=C(C=4C=CC1N4)C4=C(C=CC=C4)[N+](C)(C)C)N3)C3=C(C=CC=C3)[N+](C)(C)C)=N2)C2=C(C=CC=C2)[N+](C)(C)C 5,10,15,20-tetrakis(trimethylammoniophenyl)porphyrin